2-propylthiopyridine-3-carbonyl chloride C(CC)SC1=NC=CC=C1C(=O)Cl